2-chloro-3,6-difluoro-5-nitro-pyridine ClC1=NC(=C(C=C1F)[N+](=O)[O-])F